2,4-dichloro-5-benzoyl-7H-pyrrolo[2,3-d]pyrimidine ClC=1N=C(C2=C(N1)NC=C2C(C2=CC=CC=C2)=O)Cl